F[C@H](CNC1=NC=C(C(=N1)NC1CCC(CC1)O)C1=CC=C(C=N1)S(=O)(=O)NC)CC 6-(2-(((S)-2-fluorobutyl)amino)-4-(((1r,4S)-4-hydroxycyclohexyl)amino)pyrimidin-5-yl)-N-methylpyridine-3-sulfonamide